Cl.N1[C@@H](CCCC1)CNC(=O)C1=CN(CCS1)C=1C2=C(N=CN1)NC=C2 (S)-N-(piperidin-2-ylmethyl)-4-(7H-pyrrolo[2,3-d]pyrimidin-4-yl)-3,4-dihydro-2H-1,4-thiazine-6-carboxamide hydrochloride